C(C)(=O)NCC1=C(C(=CC=C1)F)C=1C(=CC2=C(N(C(N=C2N2[C@H](CN(CC2)C(=O)OC(C)(C)C)C)=O)C=2C(=NC=CC2C)C(C)C)N1)F tert-butyl (3S)-4-(7-(2-(acetamidomethyl)-6-fluorophenyl)-6-fluoro-1-(2-isopropyl-4-methylpyridin-3-yl)-2-oxo-1,2-dihydropyrido[2,3-d]pyrimidin-4-yl)-3-methylpiperazine-1-carboxylate